methyl (E)-2,4-dimethoxy-5-styrylpyrido[2',1':2,3]imidazo[4,5-c]isoquinoline-10-carboxylate COC=1C=C2C3=C(N=C(C2=C(C1)OC)\C=C\C1=CC=CC=C1)N1C(=N3)C=C(C=C1)C(=O)OC